N1=C(C=CC=C1C1C2(CC3CC(CC1C3)C2)C2=C(C(=CC(=C2)C(C)(C)CC)C2=CC=CC=C2)O)C2=C(C=CC=C2)C=2C(=C(C=C(C2)C(C)(C)CC)C23CC1CC(CC(C2)C1)C3)O 2',2'-(pyridine-2,6-diyl)bis(3-(adamantan-1-yl)-5-(tert-amyl)-[1,1'-biphenyl]-2-ol)